CC1=C(C=NC=C1)C=1CCN(CC1)C(=O)[O-] 4-methyl-3',6'-dihydro-[3,4'-bipyridine]-1'(2'H)-carboxylate